The molecule is a magnesium salt composed of magnesium and citrate ions in a 3:2 ratio. It has a role as a laxative. It contains a citrate(3-). C(C(=O)[O-])C(CC(=O)[O-])(C(=O)[O-])O.C(C(=O)[O-])C(CC(=O)[O-])(C(=O)[O-])O.[Mg+2].[Mg+2].[Mg+2]